carbamic acid tert-butyl-((4-aminopyridin-2-yl)sulfonyl)carbamate C(C)(C)(C)OC(NS(=O)(=O)C1=NC=CC(=C1)N)=O.C(N)(O)=O